5-((((3'-chloro-2'-(2-chloro-3-((3-fluoro-4-((3-(hydroxymethyl)azetidin-1-yl)methyl)pyridin-2-yl)amino)phenyl)-6-methoxy-[2,4'-bipyridin]-5-yl)methyl)amino)methyl)pyrrolidin-2-one ClC=1C(=NC=CC1C1=NC(=C(C=C1)CNCC1CCC(N1)=O)OC)C1=C(C(=CC=C1)NC1=NC=CC(=C1F)CN1CC(C1)CO)Cl